tert-butyl (R)-(1-(6-(3-cyanooxetan-3-yl)pyridin-3-yl)piperidin-3-yl)((3-fluorobicyclo[1.1.1]pentan-1-yl)methyl)carbamate C(#N)C1(COC1)C1=CC=C(C=N1)N1C[C@@H](CCC1)N(C(OC(C)(C)C)=O)CC12CC(C1)(C2)F